N-(2-carboxyethyl)-2-methylpropanamide C(=O)(O)CCNC(C(C)C)=O